2-amino-2-(1-heptyl-1H-1,2,3-triazole-4-yl)-1,3-propanediol NC(CO)(CO)C=1N=NN(C1)CCCCCCC